ClC(CN)N 2-chloroethylenediamine